(1R,2S)-2-aminocyclohexan-1-ol hydrochloride Cl.N[C@@H]1[C@@H](CCCC1)O